1-[5-tert-butyl-8-(4-chlorobenzyl)-3,4,6,7,13-pentazatricyclo[7.4.0.02,6]trideca-1(9),2,4,7,10,12-hexaen-11-yl]piperidin-4-amine C(C)(C)(C)C1=NN=C2C=3N=CC(=CC3C(=NN12)CC1=CC=C(C=C1)Cl)N1CCC(CC1)N